CC1CC=C(C(N1)=O)N1CCOCC1 6-methyl-3-morpholino-5,6-dihydropyridin-2(1H)-one